CC1CNOC=C1 4-methyl-dihydro-4H-oxazine